C(C)(C)(C)OC(=O)N1CC2=CC(=CC=C2CC1)CC=1C=NC=C(C(=O)O)C1 5-((2-(tert-butoxycarbonyl)-1,2,3,4-tetrahydroisoquinolin-7-yl)methyl)nicotinic acid